5-hexenyldimethylchlorosilane C(CCCC=C)[Si](Cl)(C)C